BrC1=CC(=C(CN2C(C3=NC=CC=C3C2=O)=O)C=C1)F 6-(4-Bromo-2-fluoro-benzyl)-5H-pyrrolo-[3,4-b]pyridine-5,7(6H)-dione